methyl 2-(6-cyclopropylimidazo[1,2-a]pyridin-2-yl)-2-hydroxyacetate C1(CC1)C=1C=CC=2N(C1)C=C(N2)C(C(=O)OC)O